3-((3S,4S)-4-amino-3-methyl-2-oxa-8-azaspiro[4.5]dec-8-yl)-5H-pyrrole N[C@@H]1[C@@H](OCC12CCN(CC2)C=2C=NCC2)C